[Ag].[Te].[Au] Gold tellurium-silver